2-(2-methylpropanoyl)cyclohexan-1-one CC(C(=O)C1C(CCCC1)=O)C